2-(p-fluorophenoxymethyl)-4-(N-isobutyl-N-piperonyl-aminomethyl)-thiazole FC1=CC=C(OCC=2SC=C(N2)CN(CC2=CC=3OCOC3C=C2)CC(C)C)C=C1